FC(C=1C=C(C=CC1)C1=CC(=CS1)C(=O)NC1=NC(=NS1)CN1CCN(CC1)C)(F)F 5-(3-(trifluoromethyl)phenyl)-N-(3-((4-methylpiperazin-1-yl)methyl)-1,2,4-thiadiazol-5-yl)Thiophene-3-carboxamide